C(C)OC1=NC=CC=C1C1=NC=C(C=C1)C1(CCN(CC1)C1=NC=C(C=C1)C(F)(F)F)C(=O)N[C@@H]1CN(CC1)C 4-{2'-ethoxy-[2,3'-bipyridine]-5-yl}-N-[(3S)-1-methylpyrrolidin-3-yl]-1-[5-(trifluoromethyl)pyridin-2-yl]piperidine-4-carboxamide